1-(4-(1,1-Dimethylethyl)phenyl)-3-(4-methoxyphenyl)-1,3-propanedione CC(C)(C)C1=CC=C(C=C1)C(CC(=O)C1=CC=C(C=C1)OC)=O